CCCC(=CCC)O 4-hepten-4-ol